C1(=CC=C(C=C1)C(=O)N)C1=CC=C(C=C1)C(=O)N biphenyl-4,4'-dicarboxamide